(5-cyanopyridin-2-yl)-4-methylbenzenesulfonamide C(#N)C=1C=CC(=NC1)C1=C(C=CC(=C1)C)S(=O)(=O)N